7-bromo-3-(2-chloro-6-fluoro-phenyl)-6-fluoro-1-isopropyl-cinnolin-4-one BrC1=C(C=C2C(C(=NN(C2=C1)C(C)C)C1=C(C=CC=C1F)Cl)=O)F